(3R,4R)-3-hydroxy-4-[1-[1-[(4-methoxyphenyl)methyl]-2,6-dioxo-3-piperidyl]-3-methyl-2-oxo-benzimidazol-4-yl]piperidine-1-carboxylic acid tert-butyl ester C(C)(C)(C)OC(=O)N1C[C@@H]([C@H](CC1)C1=CC=CC=2N(C(N(C21)C)=O)C2C(N(C(CC2)=O)CC2=CC=C(C=C2)OC)=O)O